Gluconic acid calcium salt [Ca+2].O=C([C@H](O)[C@@H](O)[C@H](O)[C@H](O)CO)[O-].O=C([C@H](O)[C@@H](O)[C@H](O)[C@H](O)CO)[O-]